dicyclohexyl-2,6-dimethylaminoborneol C1(CCCCC1)C1(C(C2(C(CC1C2(C)C)NC)C)(O)NC)C2CCCCC2